3-(2-hydroxyphenyl)-2,2-dimethylpropyl acetate C(C)(=O)OCC(CC1=C(C=CC=C1)O)(C)C